COCC1=CN=C(N1)OC(C1=C(C=CC=C1)C)=O 5-(methoxymethyl)-1H-imidazol-2-yl-2-methylbenzoate